4-[[1-[2-oxo-2-[(2S,4S)-2-cyano-4-fluoro-pyrrolidin-1-yl]ethyl]-4-piperidyl]oxy]quinoline-8-carbonitrile O=C(CN1CCC(CC1)OC1=CC=NC2=C(C=CC=C12)C#N)N1[C@@H](C[C@@H](C1)F)C#N